COCOC1=C(C=CC=C1)C1=CC=2N3CCNC[C@@H]3CNC2N=N1 (10R)-4-[2-(methoxymethoxy)phenyl]-1,5,6,8,12-pentazatricyclo[8.4.0.02,7]tetradeca-2(7),3,5-triene